C(=O)O.NCC1CCN(CC1)C(=O)C1=C(C=C(C=C1)NC=1C=2N(C=CN1)C(=CN2)C2=C(C(=C(C=C2)OC)Cl)Cl)C [4-(aminomethyl)-1-piperidyl]-[4-[[3-(2,3-dichloro-4-methoxy-phenyl)imidazo[1,2-a]pyrazin-8-yl]amino]-2-methyl-phenyl]methanone formate